C1(=CC=CC=C1)S(=O)(=O)N1CC(N(CC1)C(=O)C=1SC=CC1)C(=O)OC methyl 4-(phenylsulfonyl)-1-(thiophene-2-carbonyl)piperazine-2-carboxylate